tert-butyl (3S)-3-[(8-carbamoyl-6-[4-[1-(morpholin-4-yl) cyclopropyl] phenyl] pyrido[3,2-d]pyrimidin-4-yl)amino]piperidine-1-carboxylate C(N)(=O)C1=CC(=NC2=C1N=CN=C2N[C@@H]2CN(CCC2)C(=O)OC(C)(C)C)C2=CC=C(C=C2)C2(CC2)N2CCOCC2